BrC1=NC=C(C=C1COCC1=NC(=CC=C1)Cl)OC 2-bromo-3-(((6-chloropyridin-2-yl)methoxy)methyl)-5-methoxypyridine